O=C1NC(C2=C(N1)SC(=C2)OC(=O)N2C=NC1=C2C=CC=C1)=O 2,4-dioxo-1,2,3,4-tetrahydrothieno[2,3-d]pyrimidin-6-yl-1H-benzo[d]imidazole-1-carboxylate